α-ethylhexanoyl chloride C(C)C(C(CCCC)Cl)=O